2-(4-fluorophenyl)-4,5,6,7-tetrahydro-1H-1,3-benzodiazole FC1=CC=C(C=C1)C1=NC2=C(N1)CCCC2